Tin (II) trifluoromethanesulfonate FC(S(=O)(=O)[O-])(F)F.[Sn+2].FC(S(=O)(=O)[O-])(F)F